CN(C1=CC=C(C=C1)CCCCCCCCCCCCCCCCCCC)CCCCCCCCCCCCCC N-methyl-4-nonadecyl-N-tetradecylaniline